CC(C)OC1=CC=C(C=C1)C1CCNCC1 4-{4-[(Prop-2-yl)oxy]phenyl}piperidine